C(#N)C=1C=CN(C1)S(=O)(=O)C1=CC=CC=C1 4-cyano-1-(benzenesulfonyl)-1H-pyrrole